2-(5-(8-(5-(4-(2,6-diazaspiro[3.3]heptan-2-yl)cyclohexyl)pyrimidin-2-yl)-3,8-diazabicyclo[3.2.1]octan-3-yl)-6-aminopyridazin-3-yl)phenol C1N(CC12CNC2)C2CCC(CC2)C=2C=NC(=NC2)N2C1CN(CC2CC1)C=1C=C(N=NC1N)C1=C(C=CC=C1)O